Br[C@H]1C[C@H](CCC1)Cl |r| rac-(1R,3S)-1-bromo-3-chlorocyclohexane